methyl 1-methyl-6-(4,4,5,5-tetramethyl-1,3,2-dioxaborolan-2-yl)-1H-indole-2-carboxylate CN1C(=CC2=CC=C(C=C12)B1OC(C(O1)(C)C)(C)C)C(=O)OC